(E)-2-{2-[6-chloropyrimidin-4-yloxy] phenyl}-3-methoxyacrylate ClC1=CC(=NC=N1)OC1=C(C=CC=C1)/C(/C(=O)[O-])=C\OC